ClC1=C(C(=O)/C(=C\N(C)C)/OC2=C(C#N)C=CC=C2)C=CC=C1F ((E)-1-(2-Chloro-3-fluoro-benzoyl)-2-(dimethylamino)vinyloxy)benzonitrile